1-[(3R,4S)-4-[bis(4-methoxyphenyl)-phenyl-methoxy]-3-hydroxy-tetrahydrofuran-2-yl]pyrimidine-2,4-dione COC1=CC=C(C=C1)C(O[C@@H]1[C@H](C(OC1)N1C(NC(C=C1)=O)=O)O)(C1=CC=CC=C1)C1=CC=C(C=C1)OC